4-(1-ethoxyvinyl)-2-(1H-imidazol-1-yl)-7-iodo-5H-pyrrolo[3,2-d]pyrimidine C(C)OC(=C)C=1C2=C(N=C(N1)N1C=NC=C1)C(=CN2)I